C(C)N1C(=C(C(C2=CC=CC=C12)=O)C(=O)NC1=CC=NC=C1)O 1-ethyl-2-hydroxy-4-oxo-N-pyridin-4-ylquinoline-3-carboxamide